O1COCC2=C1C=CC(=C2)C(=C2CC1CCC(C2)N1C(=O)N1N=C(N=C1)C#N)C1=CC2=C(OCOC2)C=C1 1-(3-(bis(4H-benzo[d][1,3]dioxin-6-yl)methylene)-8-azabicyclo[3.2.1]octane-8-carbonyl)-1H-1,2,4-triazole-3-carbonitrile